O1C(=NC2=C1C=CC=C2)[C@H]2N(CCC1=C2N=CN1)C(CCC=1SC=CN1)=O (S)-1-(4-(benzo[d]oxazol-2-yl)-6,7-dihydro-1H-imidazo[4,5-c]pyridin-5(4H)-yl)-3-(thiazol-2-yl)propan-1-one